FC(OC1=C(C(=C(C=C1)NC=1C2=C(N=CN1)C=C(C(=N2)O[C@@H]2CNCC2)F)F)F)F (S)-N-(4-(Difluoromethoxy)-2,3-difluorophenyl)-7-fluoro-6-(pyrrolidin-3-yloxy)pyrido[3,2-d]pyrimidin-4-amine